6-bromo-8-chloro-2',2'-dimethyl-spiro[2H-imidazo[1,5-a]pyridine-3,1'-cyclopentane]-1,5-dione BrC1=CC(=C2N(C1=O)C1(C(CCC1)(C)C)NC2=O)Cl